{4-[3-Isobutoxy-5-(3-morpholin-4-yl-prop-1-ynyl)-benzylsulfanyl]-2-methyl-phenoxy}-acetic acid C(C(C)C)OC=1C=C(CSC2=CC(=C(OCC(=O)O)C=C2)C)C=C(C1)C#CCN1CCOCC1